4-[4-(2,2-dimethyl-2,3-dihydro-benzofuran-4-yl)-2,6-difluoro-phenoxy]-butyric acid ethyl ester C(C)OC(CCCOC1=C(C=C(C=C1F)C1=CC=CC2=C1CC(O2)(C)C)F)=O